FC1(C(CN(CC1)C(=O)OC(C)(C)C)COC=1C(=NC=CC1)C(F)(F)F)F tert-butyl 4,4-difluoro-3-(((2-(trifluoromethyl)pyridin-3-yl)oxy)methyl)piperidine-1-carboxylate